3-fluoro-5-formyl-1H-pyrrole-2-carboxylic acid ethyl ester C(C)OC(=O)C=1NC(=CC1F)C=O